5-amino-2,2',3',4',5'-pentafluoro-[1,1'-biphenyl]-4-ol NC=1C(=CC(=C(C1)C1=C(C(=C(C(=C1)F)F)F)F)F)O